ClC1=CC=C2C(=CNC2=C1)S(=O)(=O)NC1=NC=C(C(=N1)OC)C#CC 6-chloro-N-(4-methoxy-5-prop-1-ynyl-pyrimidin-2-yl)-1H-indole-3-sulfonic acid amide